((4-phenoxy-3-propylbenzoyl)glycyl)pyrrolidine O(C1=CC=CC=C1)C1=C(C=C(C(=O)NCC(=O)N2CCCC2)C=C1)CCC